4-Fluoro-5-[[(2S)-hexahydro-2-methyl-1H-1,4-diazepin-1-yl]sulfonyl]isoquinoline FC1=CN=CC2=CC=CC(=C12)S(=O)(=O)N1[C@H](CNCCC1)C